2-amino-3-(1H-indol-3-yl)butanoic acid NC(C(=O)O)C(C)C1=CNC2=CC=CC=C12